(3aR,4S,6R,6aS)-2,2-dimethyl-6-(4-(methylamino)-7H-pyrrolo[2,3-d]pyrimidin-7-yl)tetrahydro-4H-cyclopenta[d][1,3]dioxole-4-carboxylic acid CC1(O[C@H]2[C@@H](O1)[C@@H](C[C@@H]2C(=O)O)N2C=CC1=C2N=CN=C1NC)C